[F-].[Cr+3].[F-].[F-] Chromium(III) fluoride